bis-(1,2,2,6,6-pentamethyl-4-piperidyl)-2-(3,5-di-tert-butyl-4-hydroxy-benzyl)-2-n-butylmalonate CN1C(CC(CC1(C)C)OC(C(C(=O)OC1CC(N(C(C1)(C)C)C)(C)C)(CCCC)CC1=CC(=C(C(=C1)C(C)(C)C)O)C(C)(C)C)=O)(C)C